NCCOCCOCCOCCOCCOCC1CC(C1)NC(OC(C)(C)C)=O tert-butyl ((1r,3r)-3-(16-amino-2,5,8,11,14-pentaoxahexadecyl) cyclobutyl)carbamate